4-(7-(3-chloro-2-cyclopropyl-5-hydroxyphenyl)-6,8-difluoro-2-((tetrahydro-1H-pyrrolizin-7a(5H)-yl)methoxy)quinazolin-4-yl)-6-methyl-1,4-oxazepan-6-ol ClC=1C(=C(C=C(C1)O)C1=C(C=C2C(=NC(=NC2=C1F)OCC12CCCN2CCC1)N1CCOCC(C1)(O)C)F)C1CC1